(R)-1-((7-cyano-2-(2-methyl-3-(4,4,5,5-tetramethyl-1,3,2-dioxaborolan-2-yl)phenyl)benzo[d]oxazol-5-yl)methyl)-3-methylpyrrolidine-3-carboxylic acid C(#N)C1=CC(=CC=2N=C(OC21)C2=C(C(=CC=C2)B2OC(C(O2)(C)C)(C)C)C)CN2C[C@@](CC2)(C(=O)O)C